CN1C(=NC=C1)C1(NC(NC1=O)=O)CCC(=O)O 3-(4-(1-methyl-1H-imidazol-2-yl)-2,5-dioxoimidazolidin-4-yl)propanoic acid